2,6-dimethoxy-4-[5-(1-methylpyrazol-4-yl)benzimidazol-1-yl]-N-(2,2,2-trifluoroethyl)benzamide COC1=C(C(=O)NCC(F)(F)F)C(=CC(=C1)N1C=NC2=C1C=CC(=C2)C=2C=NN(C2)C)OC